(R)-(3-Phenylpyrrolidin-1-yl)(5-(2,4,5-trifluoro-3-hydroxyphenyl)isoxazol-3-yl)methanone C1(=CC=CC=C1)[C@@H]1CN(CC1)C(=O)C1=NOC(=C1)C1=C(C(=C(C(=C1)F)F)O)F